CC1=C(N=NC(=C1C)N1C(C=2C=C(C=NC2CC1([2H])[2H])NC1=C(C=NC=C1)C)([2H])[2H])C#N 4,5-dimethyl-6-(3-((3-methylpyridin-4-yl)amino)-7,8-dihydro-1,6-naphthyridin-6(5H)-yl-5,5,7,7-d4)pyridazine-3-carbonitrile